ClC1=CC2=C(N=N1)N(CC2)C21COCC(C2)(C1)O 5-(3-chloro-5,6-dihydro-7H-pyrrolo[2,3-c]pyridazin-7-yl)-3-oxabicyclo[3.1.1]heptan-1-ol